2-Chloro-3-fluoropyridin-4-amine hydrochloride Cl.ClC1=NC=CC(=C1F)N